2-(3,4-Difluorophenoxy)-1-(4-((4-fluorophenyl)sulfonyl)piperazin-1-yl)-2-methylpropan-1-one FC=1C=C(OC(C(=O)N2CCN(CC2)S(=O)(=O)C2=CC=C(C=C2)F)(C)C)C=CC1F